N-ethyl-N-(2-(6-methoxy-1H-indol-3-yl)ethyl)propan-2-en-1-amine C(C)N(CC=C)CCC1=CNC2=CC(=CC=C12)OC